Tert-Butyl Trans-4-hydroxycyclohexyl (2E)-but-2-enedioate C(\C=C\C(=O)O[C@@H]1CC[C@H](CC1)O)(=O)OC(C)(C)C